C([2H])([2H])([2H])N(C/C=C/C(=O)N(C)[C@H](C(=O)NCCC=1C=C(C=CC1)NC=1C(=NC(=C(N1)NC(C)C)CC)C(=O)N)C)C([2H])([2H])[2H] (S,E)-3-((3-(2-(2-(4-(bis(methyl-d3)amino)-N-methylbut-2-enamido)propanamido)ethyl)phenyl)amino)-6-ethyl-5-(isopropylamino)pyrazine-2-carboxamide